(Z)-ethyl ((benzylamino)((2-oxobutyl)thio)methylene)carbamate C(C1=CC=CC=C1)N/C(/SCC(CC)=O)=N/C(OCC)=O